tert-butyl 4-(6-(2-methoxyethoxy)pyrazolo[1,5-a]pyrimidin-3-yl)piperidine-1-carboxylate COCCOC=1C=NC=2N(C1)N=CC2C2CCN(CC2)C(=O)OC(C)(C)C